CSC/C=C/C(=O)O (E)-4-methylsulfanyl-but-2-enoic acid